C(C1=CC=CC=C1)OC1=NC(=CC=C1C1=CC(=C(C=C1)N1CCC(CC1)(C)CN1CCC2(CC(C2)NC(OCC2=CC=CC=C2)=O)CC1)F)OCC1=CC=CC=C1 benzyl (7-((1-(4-(2,6-bis(benzyloxy)pyridin-3-yl)-2-fluorophenyl)-4-methylpiperidin-4-yl) methyl)-7-azaspiro[3.5]nonan-2-yl)carbamate